C(C)(C)(C)P(C=1[C-](C=CC1)[C@@H](C)P(C1=C(C=CC=C1)C)C1=C(C=CC=C1)C)C(C)(C)C.[CH-]1C=CC=C1.[Fe+2] (R)-1-[(Sp)-2-(di-t-butylphosphino)ferrocenyl]ethyl-bis(2-methylphenyl)phosphine